4-bromo-5-[(3-methoxycyclohexyl)oxy]-6-oxopyran-2-carboxylate BrC=1C=C(OC(C1OC1CC(CCC1)OC)=O)C(=O)[O-]